Methyl 6-methoxy-2,5-dimethylpyrazolo[1,5-a]pyrido[3,2-e]pyrimidine-7-carboxylate COC1=C(C=NC2=C1C(=NC=1N2N=C(C1)C)C)C(=O)OC